C1(CC1)CNCC=1C=C(C(N(C1)CC(F)(F)F)=O)C(=O)NC1=C(C=CC(=C1)C1(CC(C1)(C)C)C1=NN=CN1C)F 5-(((Cyclopropylmethyl)amino)methyl)-N-(5-(3,3-dimethyl-1-(4-methyl-4H-1,2,4-triazol-3-yl)cyclobutyl)-2-fluorophenyl)-2-oxo-1-(2,2,2-trifluoroethyl)-1,2-dihydropyridine-3-carboxamide